(S)-N-(1-ethylpiperidine-4-yl)-7-(4-(3-fluoropyrrolidine-1-yl)but-1-yn-1-yl)-6-methoxy-2-(pyrrolidine-1-yl)quinazolin-4-amine C(C)N1CCC(CC1)NC1=NC(=NC2=CC(=C(C=C12)OC)C#CCCN1C[C@H](CC1)F)N1CCCC1